N-ethyl-2-(5-fluoro-1H-indol-3-yl)-N-methyl-2-oxoacetamide C(C)N(C(C(=O)C1=CNC2=CC=C(C=C12)F)=O)C